[Cl-].C(CCC)O[Ti+](OCCCC)OCCCC tributoxytitanium chloride